(R)-5-(2,4-difluorophenyl)-2,3-dimethyl-7-(2-(2-oxo-1,2-dihydropyridin-4-yl)morpholino)pyrido[4,3-d]pyrimidin-4(3H)-one FC1=C(C=CC(=C1)F)C1=NC(=CC=2N=C(N(C(C21)=O)C)C)N2C[C@H](OCC2)C2=CC(NC=C2)=O